C(C)N(CC)CC=1C=CC(=NC1)/C=C/C1=NN(C2=CC(=CC=C12)SC1=C(C(=O)NC)C=C(C=C1)F)C1OCCCC1 2-[3-[(trans)-2-[5-(diethylaminomethyl)-2-pyridinyl]vinyl]-1-tetrahydropyran-2-yl-indazol-6-yl]sulfanyl-5-fluoro-N-methyl-benzamide